[F-].C(CC)[N+]1=CC(=CC=C1)C 1-propyl-3-methylpyridinium fluoride salt